2-(2,6-dioxopiperidin-3-yl)-5-[4-[[4-(hydroxymethyl)piperidin-1-yl]methyl]piperidin-1-yl]isoindole-1,3-dione O=C1NC(CCC1N1C(C2=CC=C(C=C2C1=O)N1CCC(CC1)CN1CCC(CC1)CO)=O)=O